benzyl (6R)-6-[(tert-butoxycarbonyl) amino]-5-oxo-1,4-diazacycloheptane-1-carboxylate C(C)(C)(C)OC(=O)N[C@H]1C(NCCN(C1)C(=O)OCC1=CC=CC=C1)=O